7-bromonaphthalen-2-ol BrC1=CC=C2C=CC(=CC2=C1)O